3-cyano-2,2-dimethylpropanoic acid C(#N)CC(C(=O)O)(C)C